BrC=1C(=C(C=CC1)CNC(C1=C(C=C(C=C1Cl)C=1C=NN(C1)C)Cl)=O)O N-[(3-bromo-2-hydroxyphenyl)methyl]-2,6-dichloro-4-(1-methylpyrazol-4-yl)benzamide